C(=O)[O-].C(=O)[O-].N1CC(C1)C[N+]1(CCC(CC1)CCNC(C1=C(C=C(C=C1)NC=1C=2N(C=CN1)C(=CN2)C2=C(C(=C(C=C2)OC(F)F)F)F)CC)=O)C.N2CC(C2)C[N+]2(CCC(CC2)CCNC(C2=C(C=C(C=C2)NC=2C=1N(C=CN2)C(=CN1)C1=C(C(=C(C=C1)OC(F)F)F)F)CC)=O)C N-[2-[1-(azetidin-3-ylmethyl)-1-methyl-piperidin-1-ium-4-yl]ethyl]-4-[[3-[4-(difluoromethoxy)-2,3-difluoro-phenyl]imidazo[1,2-a]pyrazin-8-yl]amino]-2-ethyl-benzamide Diformate